C(C)OC([C@@H](NC(=O)C1=CC=2C(C3=CC=CC(=C3C(C2C(=C1)O)=O)O)=O)CC(=O)OCC)=O (4,5-dihydroxy-9,10-dioxo-9,10-dihydro-anthracene-2-carbonyl)aspartic acid diethyl ester